ClC1=C(C2=C(NC(O[C@@]23CN(CCC3)C(=O)C3=NC(=NN3COCC[Si](C)(C)C)C(O)C3=CC=C(C=C3)F)=O)C=C1)F (3'R)-6-Chloro-5-fluoro-1'-(3-((4-fluorophenyl)(hydroxy)methyl)-1-((2-(trimethylsilyl)ethoxy)methyl)-1H-1,2,4-triazole-5-carbonyl)spiro[benzo[d][1,3]oxazine-4,3'-piperidin]-2(1H)-one